monohydroxyethylamine OCCN